[Ca].[Mn].[Ba].[Si] silicon-barium-manganese-calcium